(2S)-2-(2-oxo-1-azepanyl)butanamide O=C1N(CCCCC1)[C@H](C(=O)N)CC